12-((2-(2,6-dioxopiperidin-3-yl)-1-oxoisoindolin-4-yl)thio)dodecanoic acid O=C1NC(CCC1N1C(C2=CC=CC(=C2C1)SCCCCCCCCCCCC(=O)O)=O)=O